N-(1S,4S)-(4-aminocyclohexyl)-4-fluoro-benzamide NC1CCC(CC1)NC(C1=CC=C(C=C1)F)=O